3-hydroxy-2-methyl-pyrane-4-on OC1=C(OC=CC1=O)C